tert-butyl 3-[(6-bromo-2-methylpyridin-3-yl)amino]pyrrolidine-1-carboxylate BrC1=CC=C(C(=N1)C)NC1CN(CC1)C(=O)OC(C)(C)C